ethyl 2-(2-(2-(3-cyanophenyl) acetyl) hydrazino)-2-iminoacetate C(#N)C=1C=C(C=CC1)CC(=O)NNC(C(=O)OCC)=N